CN1N=CC=C1C(=O)NC(C(NC1=CC=C2C(=C1)NC(C21CCOCC1)=O)=O)C1CCCCC2=C1C=CC=C2 2-Methyl-N-{2-oxo-2-[(2-oxo-spiro[1H-indole-3,4'-oxane]-6-yl)amino]-1-(6,7,8,9-tetrahydro-5H-benzo[7]annulen-5-yl)-ethyl}pyrazole-3-carboxamide